C1(=CC=CC=C1)N1N=CC=2C1=NC=NC2 phenyl-1H-pyrazolo[3,4-d]pyrimidine